hydroxy-oxazolidone OC1C(N=[C-]O1)=O